(5S,7S)-7-(3-(2-(1H-Pyrrolo[2,3-b]pyridin-3-yl)thiazol-4-yl)phenyl)-6,7-dihydro-5H-cyclopenta[b]pyridine-5,7-diol N1C=C(C=2C1=NC=CC2)C=2SC=C(N2)C=2C=C(C=CC2)[C@]2(C[C@@H](C=1C2=NC=CC1)O)O